rac-3-chloro-6-[(1R)-2,2-difluorocyclopropyl]-2-[(2-fluorophenyl)methyl]pyrazolo[3,4-d]pyridazin-7-one ClC=1N(N=C2C(N(N=CC21)[C@H]2C(C2)(F)F)=O)CC2=C(C=CC=C2)F |r|